tert-butyl 4-[(2-oxo-1H-benzo[cd]indol-6-yl)amino]piperidine-1-carboxylate O=C1NC2=CC=C(C=3C2=C1C=CC3)NC3CCN(CC3)C(=O)OC(C)(C)C